quinolone silver salt [Ag].N1C(C=CC2=CC=CC=C12)=O